N-({4-[(3-hydroxybenzyl)amino]-3-nitrophenyl}sulfonyl)-2-(1H-pyrrolo[2,3-b]pyridin-5-yloxy)benzamide OC=1C=C(CNC2=C(C=C(C=C2)S(=O)(=O)NC(C2=C(C=CC=C2)OC=2C=C3C(=NC2)NC=C3)=O)[N+](=O)[O-])C=CC1